1,3-Difluoro-5-isothiocyanato-2-[4-[4-(trifluoromethoxy)phenyl]phenyl]-benzene FC1=C(C(=CC(=C1)N=C=S)F)C1=CC=C(C=C1)C1=CC=C(C=C1)OC(F)(F)F